Bromophthalic anhydride C1=CC2=C(C(=C1)Br)C(=O)OC2=O